1,3-diphenyl-1H-furo[2,3-c]pyrazole-5-carboxylic acid C1(=CC=CC=C1)N1N=C(C2=C1OC(=C2)C(=O)O)C2=CC=CC=C2